ClC1=C(C=C(C=C1)C(F)(F)F)N1CCN(CC1)C(=O)C1C(C1)C1=CC=C(C=C1)C(F)(F)F Racemic-(4-(2-chloro-5-(trifluoromethyl)phenyl)piperazin-1-yl)(2-(4-(trifluoromethyl)phenyl)cyclopropyl)-methanone